COC1=CC=C(C=N1)C(C(=O)OC)(C)C methyl 2-(6-methoxypyridin-3-yl)-2-methylpropanoate